FC=1C(=C(C=CC1F)C1CCN(CC1)C(=O)C1=NNC=2CNCCC21)C(F)(F)F (4-(3,4-difluoro-2-(trifluoromethyl)phenyl)piperidin-1-yl)(4,5,6,7-tetrahydro-1H-pyrazolo[3,4-c]pyridin-3-yl)methanone